N(=NC(C#N)(CCC)C)C(C#N)(CCC)C 2,2'-azobis(2-methylpentanenitrile)